ClC1=CC=C(OCC2C(C2)(C#N)C2=NC=CC=C2C#N)C=C1 [2-[(4-chlorophenoxy)methyl]-1-cyano-cyclopropyl]pyridine-3-carbonitrile